4-(5-chloro-2-methoxyphenyl)-6-methylpyridine-3-carboxylic acid ClC=1C=CC(=C(C1)C1=C(C=NC(=C1)C)C(=O)O)OC